C1(=CC=CC=C1)C1=CC=CC(=N1)NC1=NC=CC(=N1)C(=O)NC=1C=NC=NC1 2-((6-phenylpyridin-2-yl)amino)-N-(pyrimidin-5-yl)pyrimidine-4-carboxamide